C(C)OC(=O)[C@H]1C(CCC[C@@H]1C)(C)C (1R,6S)-2,2,6-trimethyl-cyclohexanecarboxylic acid ethyl ester